methyl 1-{[(4,5-dichloro-3-methyl-2-thienyl)carbonyl]amino}cyclopropanecarboxylate ClC=1C(=C(SC1Cl)C(=O)NC1(CC1)C(=O)OC)C